C1(=CC(=CC=C1)C1=CN=C(C=2N1C=CN2)NC2=CC=C(C=C2)C2CCN(CC2)CCCC(=O)N)C (2-(4-(4-((5-(m-tolyl)imidazo[1,2-a]pyrazin-8-yl)amino)phenyl)piperidin-1-yl)ethyl)acetamide